6-fluoro-5-(4-((5-fluoro-2-methyl-3-oxo-4H-quinoxalin-6-yl)methyl-d2)piperazin-1-yl)pyridine-2-carboxamide FC1=C(C=CC(=N1)C(=O)N)N1CCN(CC1)C([2H])([2H])C=1C(=C2NC(C(=NC2=CC1)C)=O)F